(R or S)-2-(3-(2-(5-fluorothiophen-2-yl)ethyl)-1-(2-(6-methylpyridin-3-yl)propan-2-yl)pyrrolidin-3-yl)propan-2-yl isopropylcarbamate C(C)(C)NC(OC(C)(C)[C@]1(CN(CC1)C(C)(C)C=1C=NC(=CC1)C)CCC=1SC(=CC1)F)=O |o1:9|